N-(2-methoxy-4-(1-methyl-1H-imidazol-2-yl)phenyl)-6-methyl-8-(7-oxa-2-azaspiro[3.5]nonan-2-yl)pyrido[3,4-d]pyrimidin-2-amine COC1=C(C=CC(=C1)C=1N(C=CN1)C)NC=1N=CC2=C(N1)C(=NC(=C2)C)N2CC1(C2)CCOCC1